Methyl 6-(4-(trifluoromethyl)phenyl)-1,2,4,4a,5,6-hexahydro-3H-pyrazino[1,2-a]quinoxaline-3-carboxylate FC(C1=CC=C(C=C1)N1CC2N(C3=CC=CC=C13)CCN(C2)C(=O)OC)(F)F